C(C)(C)(C)OC(=O)N(C1=CC(=NC=2N1N=CC2C(C)C)NC[C@@H]2[C@H](CN(CC2)C(=O)OC(C)(C)C)O)CC2=CN=C1N2C=CC=C1 tert-Butyl (3R,4R)-4-(((7-((tert-butoxycarbonyl)(imidazo[1,2-a]pyridin-3-ylmethyl)amino)-3-isopropylpyrazolo[1,5-a]pyrimidin-5-yl)amino)methyl)-3-hydroxypiperidine-1-carboxylate